3-(3-((tert-butoxycarbonyl)amino)-2-fluorobenzyl)-6-iodo-2-oxo-3,4-dihydro-2H-benzo[e][1,3]oxazin-7-yl dimethylcarbamate CN(C(OC1=CC2=C(CN(C(O2)=O)CC2=C(C(=CC=C2)NC(=O)OC(C)(C)C)F)C=C1I)=O)C